C1(=CC=CC=C1)NC(C(=C(C)NC)C(C1=CC=C(C=C1)Cl)=O)=O N-phenyl-2-(4'-chlorobenzoyl)-3-methylamino-2-butenamide